Acetic acid-d4 tert-butyl-N-[3-[4-[6-[2-[(6-cyano-4-quinolyl)amino]ethyl]naphthalene-2-carbonyl]piperazin-1-yl]-3-oxo-propyl]carbamate C(C)(C)(C)OC(NCCC(=O)N1CCN(CC1)C(=O)C1=CC2=CC=C(C=C2C=C1)CCNC1=CC=NC2=CC=C(C=C12)C#N)=O.C(C([2H])([2H])[2H])(=O)O[2H]